2-(4-cyclopropyl-6-methoxypyrimidin-5-yl)-7-(phenylsulfonyl)-7H-pyrrolo[2,3-d]pyrimidine C1(CC1)C1=NC=NC(=C1C=1N=CC2=C(N1)N(C=C2)S(=O)(=O)C2=CC=CC=C2)OC